BrC1=C2C(=NC=C1)N(C(=C2)CN2CCN(CC2)C(=O)OC(C)(C)C)S(=O)(=O)C2=CC=CC=C2 tert-Butyl 4-((4-bromo-1-(phenylsulfonyl)-1H-pyrrolo[2,3-b]pyridin-2-yl)methyl)piperazine-1-carboxylate